O1C2=C(OCC1)C=C(C=C2)C=2C(=C(/C=C/C=1C=C(CC(C(=O)O)(CO)C)C=CC1C(F)(F)F)C=CC2)C (E)-2-(3-(3-(2,3-dihydrobenzo[b][1,4]dioxin-6-yl)-2-methylstyryl)-4-(trifluoromethyl)benzyl)-3-hydroxy-2-methylpropionic acid